C(C)C(COC1=CC(=C(C=C1)C1=NC(=NC(=N1)C1=C(C=C(C=C1)OCC(CCCC)CC)O)C1=CC=C(C=C1)OC)O)CCCC 2,4-bis[4-(2-ethylhexyloxy)-2-hydroxyphenyl]-6-(4-methoxyphenyl)-1,3,5-triazine